CN(C[C@@H](C)OC1=C2C(=NC=NC2=CC(=C1)C=1C=NN(C1)C)NC=1C(=C2N=CC=NC2=CC1)F)C (R)-5-((1-(dimethylamino)propan-2-yl)oxy)-N-(5-fluoroquinoxalin-6-yl)-7-(1-methyl-1H-pyrazol-4-yl)quinazolin-4-amine